7-(2-fluoro-6-methyl-phenyl)-N5-[[(2R)-1-methylpyrrolidin-2-yl]methyl]isoquinoline-3,5-diamine FC1=C(C(=CC=C1)C)C=1C=C(C=2C=C(N=CC2C1)N)NC[C@@H]1N(CCC1)C